FC=1C=C(C=C(C1O)F)CCN1C[C@@H]2[C@H](C1)CC(C2)OC2=CC=CC=C2 (3aR,5R,6aS)-2-(3,5-difluoro-4-hydroxyphenylethyl)-5-phenoxyhexahydrocyclopenta[c]pyrrol